O=C1OC2=CC=C(C=C2C=C1C(=O)OCC)N1N=NC(=C1)C1=CC=CC=C1 Ethyl 2-oxo-6-(4-phenyl-1H-1,2,3-triazol-1-yl)-2H-chromene-3-carboxylate